1-(5,6,7,8-tetrahydronaphthalen-2-yl)ethanone C1=C(C=CC=2CCCCC12)C(C)=O